O[C@]1(C(N(CC1)C)=O)C1=CC(=NN1)C=1C=C(C=CC1)C=1N=C(C2=C(N1)C[C@@H]1CC[C@H]2O1)C(=O)N (5R,8S)-2-(3-(5-((S)-3-hydroxy-1-methyl-2-oxopyrrolidin-3-yl)-1H-pyrazol-3-yl)phenyl)-6,7,8,9-tetrahydro-5H-5,8-epoxycyclohepta[d]pyrimidine-4-carboxamide